NCC#CC1=CC2=C(N=C(N=C2SCC(=O)OC(C)(C)C)C)S1 tert-butyl 2-((6-(3-aminoprop-1-yn-1-yl)-2-methylthieno[2,3-d]pyrimidin-4-yl)thio)acetate